ClC1=C(C=C(C=C1)C=1C(=NC(=NC1)NC=1C=NN(C1)C)NC=1C=C(C=CC1F)NC(C=C)=O)F N-(3-((5-(4-chloro-3-fluorophenyl)-2-((1-methyl-1H-pyrazol-4-yl)amino)pyrimidin-4-yl)amino)-4-fluorophenyl)acrylamide